COC1=C(C(=CC=C1)OC)N1C(=NC=2C1=NC(=CN2)C2(CC2)S(=O)(=O)N)C=2C=NC=C(C2)C (1-(2,6-Dimethoxyphenyl)-2-(5-methylpyridin-3-yl)-1H-imidazo[4,5-b]pyrazin-6-yl)cyclopropanesulfonamide